rel-(2s,3R,5s)-3-(2-chloro-4-(trifluoromethoxy)phenyl)-N-(6-((R)-1,2-dihydroxyethyl)pyridin-3-yl)-5-methyl-5-(trifluoromethyl)tetrahydrofuran-2-carboxamide ClC1=C(C=CC(=C1)OC(F)(F)F)[C@@H]1[C@H](O[C@@](C1)(C(F)(F)F)C)C(=O)NC=1C=NC(=CC1)[C@H](CO)O |o1:12,13,15|